FC1=C(C=C(C=C1)NC1=C2C=C(NC2=CC(=C1)NC(C)=O)C(=O)OCC)C1=CSC=C1 Ethyl 4-((4-fluoro-3-(thiophen-3-yl) phenyl) amino)-6-acetylamino-1H-indole-2-carboxylate